2-(3,5-dichloro-4-((4-chloro-5-isopropyl-6-oxo-1,6-dihydropyridazin-3-yl)oxy)phenyl)-3,5-dioxo-2,3,4,5-tetrahydro-1,2,4-triazine-6-carbonitrile ClC=1C=C(C=C(C1OC1=NNC(C(=C1Cl)C(C)C)=O)Cl)N1N=C(C(NC1=O)=O)C#N